tert-butyl (3-amino-4-chlorophenyl)(tert-butoxycarbonyl)carbamate NC=1C=C(C=CC1Cl)N(C(OC(C)(C)C)=O)C(=O)OC(C)(C)C